(S)-1-((S)-8-(4'-(aminomethyl)-4-ethoxybiphenyl-3-ylsulfonyl)-1-oxa-8-azaspiro[4.5]decan-3-ylamino)-3-(3-(methoxymethyl-sulfonyl)phenoxy)propan-2-ol NCC1=CC=C(C=C1)C1=CC(=C(C=C1)OCC)S(=O)(=O)N1CCC2(C[C@@H](CO2)NC[C@@H](COC2=CC(=CC=C2)S(=O)(=O)COC)O)CC1